S1SCC=C1.[Cu] Copper dithiol